C(C)(C)C1=C2C=C(N=CC2=C(C=C1)C1=CC=CC2=NC3=CC=CC=C3C=C12)NC1=CC(=NC=C1)C=1C=NN(C1)C 1-(5-isopropyl-3-((2-(1-methyl-1H-pyrazol-4-yl)pyridin-4-yl)amino)isoquinolin-8-yl)acridine